tert-butyl 4-(6-((4-(2-(3-chloro-4-(2-chloroethoxy)-5-cyanophenyl)propan-2-yl)phenoxy)methyl)-2-(methylsulfonamido)pyrimidin-4-yl)piperidine-1-carboxylate ClC=1C=C(C=C(C1OCCCl)C#N)C(C)(C)C1=CC=C(OCC2=CC(=NC(=N2)NS(=O)(=O)C)C2CCN(CC2)C(=O)OC(C)(C)C)C=C1